OCCOC1=C(C2=CC=CC=C2C=C1)C1=C(C=CC2=CC=CC=C12)OCCO (RS)-2,2'-bis(2-hydroxyethoxy)-1,1'-binaphthyl